(R)-3-methyl-5-phenoxy-N-phenylpentanamide C[C@@H](CC(=O)NC1=CC=CC=C1)CCOC1=CC=CC=C1